(6S)-6-{[2-(4-methoxyphenyl)-7-methyl-[1,2,4]triazolo[1,5-c]quinazolin-5-yl]amino}-1,4-diazepan-5-one COC1=CC=C(C=C1)C1=NN2C(=NC=3C(=CC=CC3C2=N1)C)N[C@@H]1C(NCCNC1)=O